(4bR,9bR)-1,9b-diamino-4b-hydroxy-7-((1S,2S)-2-methylcyclopropyl)-4b,9b-dihydro-10H-indeno[1,2-b]benzofuran-10-one hydrochloride Cl.NC1=C2C([C@]3([C@](OC4=C3C=CC(=C4)[C@@H]4[C@H](C4)C)(C2=CC=C1)O)N)=O